N=1C=NN2N=C(C=CC21)C=2NC1=CC=C(C=C1C2C(C)C)C2CCN(CC2)C(CN(C)C)=O 1-(4-(2-([1,2,4]triazolo[1,5-b]pyridazin-6-yl)-3-isopropyl-1H-indol-5-yl)piperidin-1-yl)-2-(dimethylamino)ethan-1-one